(S)-N-((S)-1-(methoxy(methyl)amino)-1-oxo-3-(1-trityl-1H-imidazol-4-yl)propan-2-yl)-4-methyl-2-(2-propylpentanamido)pentanamide CON(C([C@H](CC=1N=CN(C1)C(C1=CC=CC=C1)(C1=CC=CC=C1)C1=CC=CC=C1)NC([C@H](CC(C)C)NC(C(CCC)CCC)=O)=O)=O)C